N-(4-fluoro-2-(phenylethynyl)phenyl)-4-methylbenzenesulfonamide FC1=CC(=C(C=C1)NS(=O)(=O)C1=CC=C(C=C1)C)C#CC1=CC=CC=C1